C1CC=2C1=CC=1CCCC1C2NC(=O)N=S(=O)(N)C=2C=NN1C2OCCC1 N'-((2,4,5,6-tetrahydro-1H-cyclobuta[f]inden-3-yl)carbamoyl)-6,7-dihydro-5H-pyrazolo[5,1-b][1,3]oxazine-3-sulfonimidamide